1,3-BIS(TRIS(hydroxymethyl)methyl)propane OCC(CCCC(CO)(CO)CO)(CO)CO